C(C)(C)(C)OC(=O)N(CCN(C)CC=1C(=NN(C1)C1OCCCC1)C1=CCN(CC1)C(=O)OCC1=CC=CC=C1)C benzyl 4-(4-(((2-(tert-butoxycarbonyl (methyl) amino) ethyl) (methyl) amino) methyl)-1-(tetrahydro-2H-pyran-2-yl)-1H-pyrazol-3-yl)-5,6-dihydropyridine-1(2H)-carboxylate